S1N=CC2=C1C=CC(=C2)C2=C(C1=C(CCC2)C=C(C=C1)O)C1=CC=C(C=C1)O[C@@H]1CN(CC1)CCCF 6-(1,2-benzothiazol-5-yl)-5-[4-[(3S)-1-(3-fluoropropyl)pyrrolidin-3-yl]oxyphenyl]-8,9-dihydro-7H-benzo[7]annulen-2-ol